citric acid, citrate salt C(CC(O)(C(=O)O)CC(=O)O)(=O)O.C(CC(O)(C(=O)O)CC(=O)O)(=O)O